2-ethyl-2-[[3-(2-methylaziridin-1-yl)propionyl]methyl]propane-1,3-diylbis(2-methylaziridine-1-propionate) C(C)C(CC1(N(C1)CCC(=O)[O-])C)(CC1(N(C1)CCC(=O)[O-])C)CC(CCN1C(C1)C)=O